ClC=1C=C(C=CC1OC=1C=C2C(=NC1)N(C=N2)C)NC=2C1=C(N=CN2)C=CC(=N1)N1CCN(CC1)C(C=C)=O 1-(4-(4-((3-chloro-4-((3-methyl-3H-imidazo[4,5-b]pyridin-6-yl)oxy)phenyl)amino)pyrido[3,2-d]pyrimidin-6-yl)piperazin-1-yl)prop-2-en-1-one